ClC=1C=C(C=CC1OCC1=NC=CC=C1)NC1=NC=NN2C1=C(C=C2)C2CCN(CC2)C(C=C)=O 1-(4-(4-((3-chloro-4-(pyridin-2-ylmethoxy)phenyl)amino)pyrrolo[2,1-f][1,2,4]triazin-5-yl)piperidin-1-yl)prop-2-en-1-one